CC(C)(C)C1=NC(=NC(=C1O)C(C)(C)C)C=1NC(NC1C)=O 4-[4,6-bis(1,1-dimethylethyl)-5-hydroxy-2-pyrimidinyl]-1,3-dihydro-5-methyl-2H-imidazol-2-one